1,3-diphenyl-1,1,3,3-tetramethyldisilazane C1(=CC=CC=C1)[Si](N[Si](C)(C)C1=CC=CC=C1)(C)C